[BH4-].C(C(=O)C)C(=O)[C@H](O)[C@@H](O)[C@H](O)CO.[Na+] sodium acetonyl-xylose borohydride